ClC1=CC=C(C=C1)C=1N=C2N(C=CC=C2)C1CN1CC2CCC(C1)N2C(=O)C=2SC(=CN2)C (3-{[2-(4-Chlorophenyl)imidazo[1,2-a]pyridin-3-yl]methyl}-3,8-diazabicyclo[3.2.1]oct-8-yl)(5-methyl-1,3-thiazol-2-yl)methanon